(R)-phenylsulfinylacetic acid methyl ester COC(C[S@@](=O)C1=CC=CC=C1)=O